[Na+].NC1=CC=C(C=C1)OP([O-])([O-])=O.[Na+] 4-aminophenylphosphoric acid sodium salt